3-(((2s,3r)-3-ethyl-5-oxopyrrolidin-2-yl)methoxy)-5-methoxy-2-methylthiophene C(C)[C@H]1[C@H](NC(C1)=O)COC1=C(SC(=C1)OC)C